N1CC(C1)N1N=C(N=N1)CN1N=C(C(=C1)NC(=O)C=1C=NN2C1N=CC=C2)C2=C(C=CC(=C2)OC(F)F)OC(F)F N-[1-[[2-(azetidin-3-yl)tetrazol-5-yl]methyl]-3-[2,5-bis(difluoromethoxy)phenyl]pyrazol-4-yl]pyrazolo[1,5-a]pyrimidine-3-carboxamide